(R)-N-(1-(4-(4-oxo-3,4-dihydrophthalazin-1-yl)phenyl)ethyl)sulfonamide hydrochloride Cl.O=C1NN=C(C2=CC=CC=C12)C1=CC=C(C=C1)[C@@H](C)NS(=O)=O